2-((4-(4-((2-azaspiro[3.3]heptan-6-yl)ethynyl)-3-fluorophenyl)-2,3,9-trimethyl-6H-thieno[3,2-f][1,2,4]triazolo[4,3-a][1,4]diazepin-6-yl)methyl)oxazole C1NCC12CC(C2)C#CC2=C(C=C(C=C2)C2=NC(C=1N(C3=C2C(=C(S3)C)C)C(=NN1)C)CC=1OC=CN1)F